NC=1C=C(C=C(C1)Br)S(=O)(=O)NCC1=C(C=C(C=C1)OC)OC 3-amino-5-bromo-N-(2,4-dimethoxybenzyl)benzenesulfonamide